tert-butyl (S)-4-fluoro-2-((2,2,2-trifluoroethoxy)methyl)indoline-1-carboxylate FC1=C2C[C@H](N(C2=CC=C1)C(=O)OC(C)(C)C)COCC(F)(F)F